2-(3-methylisoxazol-5-yl)-N-(5-((1S,3R)-3-(pyridin-3-yloxy)cyclopentyl)-1H-pyrazol-3-yl)acetamide CC1=NOC(=C1)CC(=O)NC1=NNC(=C1)[C@@H]1C[C@@H](CC1)OC=1C=NC=CC1